2-(1-(1-(3-ethyl-1,2,4-oxadiazol-5-yl)piperidin-4-yl)ethoxy)-5-(6-(methylsulfonyl)pyridin-3-yl)thiazolo[5,4-b]pyridine C(C)C1=NOC(=N1)N1CCC(CC1)C(C)OC=1SC2=NC(=CC=C2N1)C=1C=NC(=CC1)S(=O)(=O)C